O1N=C(C=C1)COC1=C(C=C2C=C(NC2=C1)CNC(=O)N1CCCC1)C(F)(F)F N-({6-[(3-isoxazolyl)methoxy]-5-(trifluoromethyl)-2-indolyl}methyl)-1-pyrrolidinecarboxamide